ClC1=CC(=CC(=C1)\C=C\[N+](=O)[O-])Cl (E)-1,3-dichloro-5-(2-nitrovinyl)benzene